2-chloro-5-(((1-methylpiperidin-4-yl)oxy)methyl)pyridine ClC1=NC=C(C=C1)COC1CCN(CC1)C